dicyclohexyl-nickel dibenzo[b,d]furan-3-yl-propionate C1=CC(=CC=2OC3=C(C21)C=CC=C3)OC(CC)=O.C3(CCCCC3)[Ni]C3CCCCC3